C(#N)C=1C=CC(=NC1)N1CCN(CC1)C1=NC=C(C=N1)NC(C1=CC=C(C=C1)OC)=O N-(2-(4-(5-Cyanopyridin-2-yl)piperazin-1-yl)pyrimidin-5-yl)-4-methoxybenzamid